C(=O)(O)C(CS)NC(NC(C(=O)O)CCC(=O)O)=O 2-[3-(1-carboxy-2-mercapto-ethyl)ureido]pentanedioic acid